COC(=O)C=1N=CC2=C(N1)C1(COCCC1)OC2 2',4',5',6'-tetrahydro-5H-spiro[furo[3,4-d]pyrimidine-7,3'-pyran]-2-carboxylic acid methyl ester